CC1=CC=C(C=N1)C(C)(C)N1C[C@](CC1)(CCC=1SC=CC1)C1OCCC=2C=NC=CC21 |o1:12| 1-((R or S)-1-(2-(6-methylpyridin-3-yl)propan-2-yl)-3-(2-(thiophen-2-yl)ethyl)pyrrolidin-3-yl)-3,4-dihydro-1H-pyrano[4,3-c]pyridine